(R)-3-(4-(1,3-dioxoisoindolin-2-yl)but-1-yn-1-yl)-N-(8-methylisoquinolin-1-yl)-N-(piperidin-3-yl)benzamide O=C1N(C(C2=CC=CC=C12)=O)CCC#CC=1C=C(C(=O)N([C@H]2CNCCC2)C2=NC=CC3=CC=CC(=C23)C)C=CC1